rac-N-((1R,3R)-3-methoxy-cyclopentyl)-5-methyl-2-(1-methyl-1H-imidazol-2-yl)-6-(pyridin-3-yl)pyrrolo[2,1-f][1,2,4]triazin-4-amine CO[C@H]1C[C@@H](CC1)NC1=NC(=NN2C1=C(C(=C2)C=2C=NC=CC2)C)C=2N(C=CN2)C |r|